[Co].[In].[Pt] platinum-indium-cobalt